4-(2-ethylhexyl)-thieno[3,4-b]thiophene C(C)C(CC=1SC=C2SC=CC21)CCCC